O(O)O.[Al].C(C)(C)(C)N1CCC(CC1)NC1=CC(=C(C=C1)C=O)OC tert-butyl-4-((4-formyl-3-methoxyphenyl)amino)piperidine aluminium oxyhydroxide salt